2-((3-(5-(7H-pyrrolo[2,3-d]pyrimidin-4-yl)pyridin-2-yl)-3,6-diazabicyclo[3.1.1]heptan-6-yl)methyl)-3-fluorophenol N1=CN=C(C2=C1NC=C2)C=2C=CC(=NC2)N2CC1N(C(C2)C1)CC1=C(C=CC=C1F)O